1-tert-butyl-5-ethyl-4-hydroxy-pyrazol C(C)(C)(C)N1N=CC(=C1CC)O